CN1C=CC(C=C1)=CC=C1C=CC=CC1=O 1-Methyl-4-[(oxocyclohexadienyliden)ethyliden]-1,4-dihydropyridin